6-(5-((E)-((1S,2S,5R)-2-fluoro-1-methyl-9-azabicyclo[3.3.1]nonan-3-ylidene)methyl)pyrazin-2-yl)isoquinolin-7-ol F[C@@H]\1[C@@]2(CCC[C@H](C/C1=C\C=1N=CC(=NC1)C=1C=C3C=CN=CC3=CC1O)N2)C